6-bromo-7-chloro-8-fluoro-quinoline BrC=1C=C2C=CC=NC2=C(C1Cl)F